C1(CC1)N(C(OC(C)(C)C)=O)C1CCN(CC1)C=1C2=CN(N=C2C(=CC1)C(NC=1N=C2N(C=C(N=C2CO)C)C1)=O)C tert-butyl N-cyclopropyl-N-[1-[7-[[8-(hydroxymethyl)-6-methyl-imidazo[1,2-a]pyrazin-2-yl]carbamoyl]-2-methyl-indazol-4-yl]-4-piperidyl]carbamate